C1(=C(C(=C(C(=C1)C(=O)O)C(=O)O)C1=CC=CC=C1)C(=O)O)C(=O)O 3,4'-biphenyl-tetracarboxylic acid